[N+](=O)([O-])C1=CC=C(C=C1)S(=O)(=O)C12CCCC(CC1)N2 (4-nitrobenzenesulfonyl)-8-azabicyclo[3.2.1]octane